tert-butyl 3-[6-[8-ethynyl-7-fluoro-3-(methoxymethoxy)-1-naphthyl]-5-fluoro-4-methyl-3-(3-morpholinopropyl)-2,7-naphthyridin-1-yl]-3,8-diazabicyclo[3.2.1]octane-8-carboxylate C(#C)C=1C(=CC=C2C=C(C=C(C12)C=1C(=C2C(=C(N=C(C2=CN1)N1CC2CCC(C1)N2C(=O)OC(C)(C)C)CCCN2CCOCC2)C)F)OCOC)F